eicosadiene-8-ene C=CC=CCCCC=CCCCCCCCCCCC